S(N)(=O)(=O)C=1C=C(OCC(=O)O[C@]2(CCC3C4CCC5=CC(CCC5C4CC[C@]23CC)=O)C#C)C=CC1 (13S,17R)-13-ethyl-17-ethynyl-3-oxo-2,3,6,7,8,9,10,11,12,13,14,15,16,17-tetradecahydro-1H-cyclopenta[a]phenanthren-17-yl (3-sulfamoylphenoxy)acetate